calcium {4-[(5,6-diphenylpyrazin-2-yl) (propan-2-yl) amino] butoxy} acetate C(C)(=O)OOCCCCN(C(C)C)C1=NC(=C(N=C1)C1=CC=CC=C1)C1=CC=CC=C1.[Ca]